4-NITRO-1H-PYRROLO[2,3-C]PYRIDINE-3-CARBALDEHYDE [N+](=O)([O-])C1=C2C(=CN=C1)NC=C2C=O